[Ag].[Mg].[Cu] copper-magnesium-silver